C(=O)(O)C1=CC=C(C=C1)C(=CC1=CC=C(C=C1)C(=O)O)C 4,4'-dicarboxy-α-methylstilbene